L-rhamnonate O=C([C@H](O)[C@H](O)[C@@H](O)[C@@H](O)C)[O-]